FC1=C(C=CC=C1)C1=CC(=C2CCNCC2=C1)C 7-(2-fluorophenyl)-5-methyl-1,2,3,4-tetrahydroisoquinoline